BrC=1C=CC(=C(OCC(=O)C=2C=NC(=CC2)OC)C1)O 2-(5-bromo-2-hydroxyphenoxy)-1-(6-methoxypyridin-3-yl)ethanone